CN1NC(=CC(C1)(C(=O)O)OC1=C(C=C(C=C1)OC(F)(F)F)C)C(F)(F)F 2-methyl-4-(methyl-4-(trifluoromethoxy)phenoxy)-6-(trifluoromethyl)pyridazine-4-carboxylic acid